[N+](=O)([O-])C[N+](=O)[O-] dinitromethane